2,3,4,5-tetrachloro-6-(8-hydroxy-2,3,6,7-tetrahydro-1H,5H-pyrido[3,2,1-ij]quinoline-9-carbonyl)benzoic acid ClC1=C(C(=O)O)C(=C(C(=C1Cl)Cl)Cl)C(=O)C=1C=C2CCCN3C2=C(C1O)CCC3